(E)-4-(4-hydroxy-3-methoxyphenylmethyleneamino)-3-ethyl-4H-1,2,4-triazole-5-propanesulfonic acid OC1=C(C=C(C=C1)\C=N\N1C(=NN=C1CCCS(=O)(=O)O)CC)OC